ClC=1C(=CC=C2N=CC(=NC12)C=1C=NN(C1)CC1CCN(CC1)S(=O)(=O)C=C)OC=1C=CC2=C(N(C(=N2)C)COCC[Si](C)(C)C)C1 8-Chloro-7-((2-methyl-1-((2-(trimethylsilyl)ethoxy)methyl)-1H-benzo[d]imidazol-6-yl)oxy)-2-(1-((1-(vinylsulfonyl)piperidin-4-yl)methyl)-1H-pyrazol-4-yl)quinoxaline